tert-butyl (R)-((3-(2-(4,4-difluoroazepan-1-yl)-4-methyl-6-(1-methyl-1H-pyrazol-4-yl)nicotinamido)phenyl)(methyl)(oxo)-λ6-sulfaneylidene)carbamate FC1(CCN(CCC1)C1=C(C(=O)NC=2C=C(C=CC2)[S@](=O)(C)=NC(OC(C)(C)C)=O)C(=CC(=N1)C=1C=NN(C1)C)C)F